C(C)N1CCN(CC1)CCCC(=O)N 4-(4-ethylpiperazin-1-yl)butanamide